ClC1=CC=C(CN(CCCCC)C)C=C1 N-(4-chlorobenzyl)-N-methylpentane-1-amine